C(C)(C)(C)[S@](=O)N (S)-tertiary butyl-sulfinamide